ortho-chlorotoluene 4-propoxybenzylidenemalonate C(CC)OC1=CC=C(C=C(C(=O)O)C(=O)O)C=C1.ClC1=C(C)C=CC=C1